Biphenyl-sulfonyl-imidazole C=1(C(=CC=CC1)S(=O)(=O)C=1NC=CN1)C1=CC=CC=C1